FC1(CN(C1)CC1=CC(=NC=C1)C=1C=C2CN(C(C2=CC1)=O)C1C(NC(CC1)=O)=O)F 3-(5-(4-((3,3-difluoroazetidin-1-yl)methyl)pyridin-2-yl)-1-oxoisoindolin-2-yl)piperidine-2,6-dione